2-bromo-5-nitrophenol BrC1=C(C=C(C=C1)[N+](=O)[O-])O